FC1=C2C=C(NC2=CC=C1OC1=NC=NN2C1=C(C(=C2)OC[C@@H](C)OC([C@H](C)N)=O)C)C (S)-((R)-1-(4-(4-fluoro-2-methyl-1H-indol-5-yloxy)-5-methylpyrrolo[2,1-f][1,2,4]triazin-6-yloxy) propan-2-yl)2-aminopropanoate